BrC=1C=C2C=CC(=NC2=C(C1F)I)NCC1=CC=C(C=C1)OC 6-bromo-7-fluoro-8-iodo-N-(4-methoxybenzyl)quinolin-2-amine